5-(7-fluoro-3,3-dimethyl-2-oxoindolin-5-yl)-6-methyl-3,6-dihydro-2H-1,3,4-thiadiazin-2-one FC=1C=C(C=C2C(C(NC12)=O)(C)C)C1=NNC(SC1C)=O